CNCC1=CC2=CC=CC=C2C=C1 N-methyl-1-(2-naphthyl)methanamine